N-(4-(benzyloxy)-3-chloro-5-methoxybenzyl)benzothiazol-2-amine C(C1=CC=CC=C1)OC1=C(C=C(CNC=2SC3=C(N2)C=CC=C3)C=C1OC)Cl